ethyl 4-(3-formyl-5-(trifluoromethyl) phenyl)-2-methylmorpholine-2-carboxylate C(=O)C=1C=C(C=C(C1)C(F)(F)F)N1CC(OCC1)(C(=O)OCC)C